dioxygen (2-Fluoropyridin-4-yl)boronic acid FC1=NC=CC(=C1)B(O)O.[O].[O]